2-(6-(4-methoxyphenyl)-2-oxo-2,3-dihydro-1H-imidazo[4,5-b]pyridin-1-yl)acetic acid COC1=CC=C(C=C1)C=1C=C2C(=NC1)NC(N2CC(=O)O)=O